2-(1-tert-butyl-2-oxopyrrolidin-3-yl)-6-{5-chloro-2-[(oxacyclohex-4-yl)amino]pyrimidin-4-yl}-2,3-dihydro-1H-isoindol-1-one C(C)(C)(C)N1C(C(CC1)N1C(C2=CC(=CC=C2C1)C1=NC(=NC=C1Cl)NC1CCOCC1)=O)=O